2-(6-((2,6-dichloro-1-(1-ethyl-1H-pyrazol-4-yl)-7-fluoro-1H-indol-3-yl)thio)pyridin-2-yl)-2-methylpropionic acid ClC=1N(C2=C(C(=CC=C2C1SC1=CC=CC(=N1)C(C(=O)O)(C)C)Cl)F)C=1C=NN(C1)CC